C(O)CN.B(O)(O)O boric acid ethanolamine salt